(R)-4-(aminomethyl)-7-(tetrahydrofuran-2-yl)phthalazin-1(2H)-one NCC1=NNC(C2=CC(=CC=C12)[C@@H]1OCCC1)=O